C(C)(=O)O[C@H]1C(O[C@@H]([C@H]([C@@H]1OC(C)=O)OC(C)=O)C(=O)OC)O (3R,4S,5S,6S)-2-Hydroxy-6-(methoxycarbonyl)tetrahydro-2H-pyran-3,4,5-triyl triacetate